2-methyl-[2-oxo-2-[(2,2,2-trifluoroethyl)amino]ethyl]benzamide CC1=C(C(=O)N)C=CC=C1CC(NCC(F)(F)F)=O